(3-fluoro-phenyl)-titanium FC=1C=C(C=CC1)[Ti]